N,N-Di([1,1'-biphenyl]-4-yl)-4'-(9H-carbazol-9-yl)-[1,1'-biphenyl]-4-amine C1(=CC=C(C=C1)N(C1=CC=C(C=C1)C1=CC=C(C=C1)N1C2=CC=CC=C2C=2C=CC=CC12)C1=CC=C(C=C1)C1=CC=CC=C1)C1=CC=CC=C1